methyl (2S)-2-amino-3-(4-bromothiazol-2-yl)propanoate N[C@H](C(=O)OC)CC=1SC=C(N1)Br